The molecule is an anthracycline cation that is the conjugate acid of aclacinomycin A, obtained by protonation of the tertiary amino group. It is a conjugate acid of an aclacinomycin A and an aclacinomycin A zwitterion. CC[C@]1(C[C@@H](C2=C(C3=C(C=C2[C@H]1C(=O)OC)C(=O)C4=C(C3=O)C(=CC=C4)O)O)O[C@H]5C[C@@H]([C@@H]([C@@H](O5)C)O[C@H]6C[C@@H]([C@@H]([C@@H](O6)C)O[C@H]7CCC(=O)[C@@H](O7)C)O)[NH+](C)C)O